BrC1=CC(=C(C=C1)S(=O)(=O)NC1=C(C=C(C(=O)OCC)C=C1)F)F ethyl 4-((4-bromo-2-fluorophenyl) sulphonamido)-3-fluorobenzoate